2-(5-(trifluoromethyl)picolinamido)benzo[d]thiazole-6-carboxylic acid FC(C=1C=CC(=NC1)C(=O)NC=1SC2=C(N1)C=CC(=C2)C(=O)O)(F)F